CSC1=C(CC2(CCC2)C#N)C=CC=C1 1-(2-(methylthio)benzyl)cyclobutane-1-carbonitrile